N-hexyl-4-(dimethylamino)-pyridinium C(CCCCC)[N+]1=CC=C(C=C1)N(C)C